BrCCOC1=CC(=C2C(N(C(C2=C1)=O)C1CC(C1)(C)O)=O)C(F)(F)F 6-(2-bromoethoxy)-2-[(cis)-3-hydroxy-3-methylcyclobutyl]-4-(trifluoromethyl)-1,3-isoindolinedione